3-chloro-5-(S-(difluoromethyl)sulfonimidoyl)benzoic acid ClC=1C=C(C(=O)O)C=C(C1)S(=O)(=N)C(F)F